2-[(9S)-7-(4-chlorophenyl)-4,5,13-trimethyl-3-thia-1,8,11,12-tetrazatricyclo[8.3.0.02,6]trideca-2(6),4,7,10,12-pentaen-9-yl]-N-[3-(4-methylpiperazin-1-yl)propyl]acetamide ClC1=CC=C(C=C1)C=1C=2C(=C(SC2N2C(=NN=C2[C@@H](N1)CC(=O)NCCCN1CCN(CC1)C)C)C)C